C(C)(C)(C)OC(=O)N1CC(C1)(O)C1=CNC2=CC(=CC=C12)F 3-(6-fluoro-1H-indol-3-yl)-3-hydroxyazetidine-1-carboxylic acid tert-butyl ester